Ethyl 1-(5-{5-[2-ethoxy-6-(trifluoromethyl)pyridin-4-yl]-7-[{[1-(methoxymethyl)cyclobutyl]methyl}(methyl)amino]-1H-imidazo[4,5-b]pyridin-2-yl}pyrazin-2-yl)piperidine-4-carboxylate C(C)OC1=NC(=CC(=C1)C1=CC(=C2C(=N1)N=C(N2)C=2N=CC(=NC2)N2CCC(CC2)C(=O)OCC)N(C)CC2(CCC2)COC)C(F)(F)F